CC1(OC(C(C(O1)=O)=C)=O)C 2,2-dimethyl-5-methylene-1,3-dioxane-4,6-dione